CC1=CC=C(C=C1)S(=O)(=O)OC1CN(C1)C(=O)OC(C)(C)C tert-butyl 3-[(4-methylbenzenesulfonyl)oxy]azetidine-1-carboxylate